F[C@@H]1C[C@H](N(C1)C(CN1N=C(C2=C1N=C(S2)C=2C=NC(=NC2)C)C(=O)N)=O)C(NC2=NC(=CC=C2)C)=O (2-((2S,4R)-4-fluoro-2-(6-methylpyridin-2-ylcarbamoyl)pyrrolidin-1-yl)-2-oxoethyl)-5-(2-methylpyrimidin-5-yl)-1H-pyrazolo[3,4-d]thiazole-3-carboxamide